(L)-Proline N1[C@@H](CCC1)C(=O)O